CC1=CC=CC2=C(C3=CC=CC=C3C=C12)OC(=O)C1C(CC(=CC1)C)C(=O)O 4-methyl-9-[2-carboxy(4-methyl-4-cyclohexenyl)]carbonyloxyanthracene